tert-butyl (1-(4-hydroxypyrimidin-5-yl)piperidin-3-yl)(methyl)carbamate OC1=NC=NC=C1N1CC(CCC1)N(C(OC(C)(C)C)=O)C